9,10-bis(2-ethoxyethoxy)anthracene tert-Butyl-(4R)-4-[3-(2,4-dioxohexahydropyrimidin-1-yl)-1-methyl-indazol-6-yl]-3,3-difluoro-piperidine-1-carboxylate C(C)(C)(C)OC(=O)N1CC([C@H](CC1)C1=CC=C2C(=NN(C2=C1)C)N1C(NC(CC1)=O)=O)(F)F.C(C)OCCOC=1C2=CC=CC=C2C(=C2C=CC=CC12)OCCOCC